CC=1C(=CC(=C(C(=O)O)C1)P(C1=CC=CC=C1)C1=CC=CC=C1)C(=O)O 5-methyl-2-diphenylphosphino-terephthalic acid